C(C)(=O)C=1C(C(=C(NC1C)C)C(=O)N(C)CC1=CC=CC=C1)C1=CSC2=NC=CC=C21 5-acetyl-N-benzyl-N,2,6-trimethyl-4-(thieno[2,3-b]pyridin-3-yl)-1,4-dihydropyridine-3-carboxamide